CCC1=CN(CC=C1)CCC2=C(NC3=CC=CC=C32)C(=C)C(=O)OC The molecule is a member of the class of indoles that is methyl 2-(1H-indol-2-yl)prop-2-enoate in which the indole moiety has been substituted at position 3 by a 2-(5-ethylpyridin-1(2H)-yl)ethyl group. An intermediate in the biosynthesis of aspidosperma and iboga alkaloids. It is a terpenoid indole alkaloid, a methyl ester, a dihydropyridine, a member of indoles, an alkaloid ester and an enamine. It is a conjugate base of a dehydrosecodine(1+).